aminododecanoyl-rac-glycerol NCCCCCCCCCCCC(=O)C(O)C(O)CO